O=S1(N=C(C2=C1C=CC=C2)N2N=C(CC(C2)(C)C)C2=CC(=C(C=C2)B(O)O)OC)=O [4-[2-(1,1-dioxo-1,2-benzothiazol-3-yl)-4,4-dimethyl-3,5-dihydropyridazin-6-yl]-2-methoxyphenyl]boronic acid